benzo[d]isothiazole 1,1-dioxide S1(N=CC2=C1C=CC=C2)(=O)=O